ClC1=C(C=CC(=C1)F)N(C(CN1C(C2=CC=CC=C2C1=O)=O)=O)C N-(2-chloro-4-fluorophenyl)-2-(1,3-dioxoisoindolin-2-yl)-N-methylacetamide